1-(1,2-Benzooxazol-3-yl)-1-fluoromethane-sulphonamide O1N=C(C2=C1C=CC=C2)C(S(=O)(=O)N)F